C1(=CC=C(C=C1)CCC(=O)O)C 3-(p-tolyl)propanoic acid